(2-(phenylamino)-1H-imidazol-4-yl)(3,4,5-trimethoxyphenyl)methanone hydrochloride salt Cl.C1(=CC=CC=C1)NC=1NC=C(N1)C(=O)C1=CC(=C(C(=C1)OC)OC)OC